FC=1C=C(C=CC1C)C1=CN=C2C(=N1)N(N=C2)CC(=O)N(C)C 2-[6-(3-Fluoro-4-methyl-phenyl)pyrazolo[3,4-b]pyrazin-1-yl]-N,N-dimethyl-acetamide